(R)-4-(4-(4,4,5,5-tetramethyl-1,3,2-dioxaborolan-2-yl)phenyl)-3-(trifluoromethyl)morpholine CC1(OB(OC1(C)C)C1=CC=C(C=C1)N1[C@H](COCC1)C(F)(F)F)C